1-([1,1'-Biphenyl]-4-yl)-3-(azetidin-3-yl)-1,3-dihydro-2H-imidazo[4,5-b]pyridin-2-one Hydrochloride Cl.C1(=CC=C(C=C1)N1C(N(C2=NC=CC=C21)C2CNC2)=O)C2=CC=CC=C2